(S)-4-(1-hydroxypropyl)-N-(6-methyl-5-(7-(methylamino)-1,6-naphthyridin-3-yl)pyridin-3-yl)picolinamide O[C@@H](CC)C1=CC(=NC=C1)C(=O)NC=1C=NC(=C(C1)C=1C=NC2=CC(=NC=C2C1)NC)C